[Si](C)(C)(C(C)(C)C)OC1CC=C(CC1)B(O)O 4-(TERT-BUTYLDIMETHYLSILYLOXY)CYCLOHEX-1-ENYLBORONIC ACID